1,5-Dimethyl-3-(3-(tert-butylthio)phenyl)-pyrazol-4-ol CN1N=C(C(=C1C)O)C1=CC(=CC=C1)SC(C)(C)C